FC12CC(C1)(C2)C2=C(CCC(C2)(C)C)CN2CCN(CC2)C2=CC=C(C(=O)O)C=C2 4-(4-((2-(3-fluorobicyclo[1.1.1]pentan-1-yl)-4,4-dimethylcyclohex-1-en-1-yl)methyl)piperazin-1-yl)benzoic acid